N1CC(C1)OC=1C=CC(=NC1)C(=O)NC 5-(Azetidin-3-yloxy)-N-methylpicolinamide